C(C1=CC=CC=C1)O[C@@H]1C[C@@H]2N(CCC3=CC(=C(C=C23)OC)OC)C[C@@H]1CC(=C)C (2R,3S,11bS)-2-(benzyloxy)-9,10-dimethoxy-3-(2-methylallyl)-2,3,4,6,7,11b-hexahydro-1H-pyrido[2,1-a]isoquinoline